(R)-N4-(1-(3-amino-5-(trifluoromethyl)phenyl)ethyl)-N2-(2-methoxyethyl)-N2-methyl-6-(pyrrolidin-1-yl)pyrido[3,4-d]pyrimidine-2,4-diamine NC=1C=C(C=C(C1)C(F)(F)F)[C@@H](C)NC=1C2=C(N=C(N1)N(C)CCOC)C=NC(=C2)N2CCCC2